C(C)(C)(C)C1CCN(CC1)C(=O)NC1=CC(=C(C=C1)C(NC1CCCC1)=O)C=1N=NNN1 4-(tert-butyl)-N-(4-(cyclopentylcarbamoyl)-3-(2H-tetrazol-5-yl)phenyl)piperidine-1-carboxamide